C1(=CC=CC=C1)C1=C2C=CC=CC2=C(C2=CC=CC=C12)C=1C=CC2=C(OC3=C2C=CC=C3)C1 3-(10-Phenyl-9-anthryl)-dibenzofuran